4-chloro-6-fluoro-pyrido[3,4-d]pyrimidine ClC=1C2=C(N=CN1)C=NC(=C2)F